diethyl 2-(5-(2-cyanoprop-2-yl)-2-methoxybenzyl)-3-oxoadipate C(#N)C(C)(C)C=1C=CC(=C(CC(C(=O)OCC)C(CCC(=O)OCC)=O)C1)OC